N1CCC(CC1)C=1SC2=C(N1)C=CC(=C2)C(=O)NCC2=CC=NC=C2 2-(piperidin-4-yl)-N-(pyridin-4-yl-methyl)-benzo[d]thiazole-6-carboxamide